CN1N=C(C=C1C(F)(F)F)[C@@H]1[C@H](C(NC1)=O)C(=O)O (3R,4R)-4-[1-Methyl-5-(Trifluoromethyl)Pyrazol-3-Yl]-2-Oxo-Pyrrolidine-3-Carboxylic Acid